(hexadecyl)(methyl)(octadecyl)ammonium tert-Butyl-4-[1-[4-[(1S)-1-aminoethyl]phenyl]-3-methyl-butyl]piperazine-1-carboxylate C(C)(C)(C)OC(=O)N1CCN(CC1)C(CC(C)C)C1=CC=C(C=C1)[C@H](C)N.C(CCCCCCCCCCCCCCC)[NH+](CCCCCCCCCCCCCCCCCC)C